3-(1-methyl-1H-pyrazol-5-yl)phenol CN1N=CC=C1C=1C=C(C=CC1)O